1-(4-(2-bromo-3-(methoxymethoxy)-6-methylpyridin-4-yl)-2-chlorophenyl)-3-methylimidazolidin-2-one BrC1=NC(=CC(=C1OCOC)C1=CC(=C(C=C1)N1C(N(CC1)C)=O)Cl)C